(1R,3S,5S)-8-azabicyclo[3.2.1]octan-3-yl 5-cyclopropyl-3-phenyl-1,2-oxazole-4-carboxylate C1(CC1)C1=C(C(=NO1)C1=CC=CC=C1)C(=O)OC1C[C@H]2CC[C@@H](C1)N2